(S)-3-(2',6'-dimethoxybiphenyl-3-yl)-3-(3-(4-hydroxy-1,5-dimethyl-2-oxo-1,2-dihydropyridin-3-yl)ureido)propionic acid ethyl ester C(C)OC(C[C@H](NC(=O)NC=1C(N(C=C(C1O)C)C)=O)C=1C=C(C=CC1)C1=C(C=CC=C1OC)OC)=O